ClC1=NC(=CC(=N1)C(=O)NC1CCC(CC1)OC)C1CCC1 2-chloro-6-cyclobutyl-N-((1r,4r)-4-methoxycyclohexyl)pyrimidine-4-carboxamide